N-(2-hydroxyethyl)-5-(1H-indole-2-carbonyl)-4H,5H,6H,7H-pyrazolo[1,5-a]pyrazine-3-sulfonamide OCCNS(=O)(=O)C=1C=NN2C1CN(CC2)C(=O)C=2NC1=CC=CC=C1C2